isopropyl 4-(6-(4-(methylsulfonyl)phenyl)imidazo[2,1-b][1,3,4]thiadiazol-2-yl)piperazine-1-carboxylate CS(=O)(=O)C1=CC=C(C=C1)C=1N=C2SC(=NN2C1)N1CCN(CC1)C(=O)OC(C)C